(E)-3-(2-(dimethylamino)vinyl)isonicotinonitrile CN(/C=C/C1=C(C#N)C=CN=C1)C